(R)-4-ethylbenzenesulfonic acid isopropyl ester C(C)(C)OS(=O)(=O)C1=CC=C(C=C1)CC